ClC1=C(C=CC=C1C(=O)N1CCOCC1)N1N=CC2=C1COC[C@@H]2NC(=O)C=2N=CN1C2CCCC1 (R)-N-(1-(2-chloro-3-(morpholine-4-carbonyl)phenyl)-1,4,5,7-tetrahydropyrano[3,4-c]pyrazol-4-yl)-5,6,7,8-tetrahydroimidazo[1,5-a]pyridine-1-carboxamide